O[C@@H]1[C@@H](CCCC1)C1=NC(=CC=C1C(=O)N)C [(1S,2S)-2-hydroxycyclohexyl]-6-methylpyridine-3-carboxamide